tert-butyl (2-(2-(4-(((3S,4R)-3-fluoro-1-methylpiperidin-4-yl)amino)-1-(2,2,2-trifluoroethyl)-1H-indole-2-carbonyl)hydrazinyl)-2-oxoethyl)carbamate F[C@H]1CN(CC[C@H]1NC1=C2C=C(N(C2=CC=C1)CC(F)(F)F)C(=O)NNC(CNC(OC(C)(C)C)=O)=O)C